chloromethyl-(methyl)diethoxysilane ClC[Si](OCC)(OCC)C